NCC1=CC=C(C=C1)C(C)N1C[C@@H](N(C[C@H]1CC)C=1C2=C(N(C(N1)=O)C)C=CC(=N2)C#N)C 4-((2s,5r)-4-(1-(4-(aminomethyl)phenyl)ethyl)-5-ethyl-2-methylpiperazin-1-yl)-1-methyl-2-oxo-1,2-dihydropyrido[3,2-d]pyrimidine-6-carbonitrile